C(CCC#C)(=O)O pent-4-ynoic acid